ethyl [(3S)-1-(5'-fluoro-2'-oxo-1',2'-dihydrospiro[cyclohexane-1,3'-indol]-4-yl)pyrrolidin-3-yl]carbamate FC=1C=C2C3(C(NC2=CC1)=O)CCC(CC3)N3C[C@H](CC3)NC(OCC)=O